ClC=1N=C2N3C(CC(CCCN4N=CC=C4S(NC(C2=CC1)=O)(=O)=O)C3)(C)C 4-chloro-21,21-dimethyl-10λ6-thia-1,3,9,14,15-pentaazatetracyclo[17.2.1.02,7.011,15]docosa-2,4,6,11,13-pentaene-8,10,10-trione